N1(CCC2=CC=CC=C12)C1=NC=CC=C1C(=O)NS(=O)(=O)C1=CC=NN1 2-indolin-1-yl-N-(1H-pyrazol-5-ylsulfonyl)pyridine-3-carboxamide